2,5-dimethyl-para-phenylenediamine CC1=C(C=C(C(=C1)N)C)N